N-(4-((S)-3-((S)-3-(3-chlorophenyl)pyrrolidin-1-yl)-2-hydroxypropoxy)phenyl)-N-methylmethanesulfonamide ClC=1C=C(C=CC1)[C@H]1CN(CC1)C[C@@H](COC1=CC=C(C=C1)N(S(=O)(=O)C)C)O